C1(CCC1)C1=CC(=NN1)NC1=NC(=NN2C1=C(C(=C2)C2=NN(C=C2)C)C)C=2N(C=CN2)C N-(5-Cyclobutyl-1H-pyrazol-3-yl)-5-methyl-2-(1-methyl-1H-imidazol-2-yl)-6-(1-methyl-1H-pyrazol-3-yl)pyrrolo[2,1-f][1,2,4]triazin-4-amine